1-{6-[(2R)-2-methylmorpholin-4-yl]-4-(trifluoromethyl)pyridin-2-yl}-3-{[1-(propan-2-yl)-1H-pyrazol-4-yl]methyl}-1,3-dihydro-2H-imidazol-2-one C[C@@H]1CN(CCO1)C1=CC(=CC(=N1)N1C(N(C=C1)CC=1C=NN(C1)C(C)C)=O)C(F)(F)F